FC1=C(C(=CC=C1)C)N1N=C2C(=CC1=O)NN=C2C2=CC=C1CCN(C(C1=C2)=O)C 7-(5-(2-Fluoro-6-methylphenyl)-6-oxo-5,6-dihydro-1H-pyrazolo[4,3-c]pyridazin-3-yl)-2-methyl-3,4-dihydroisochinolin-1(2H)-on